C(C(=C)CC(=O)O)(=O)N itaconic acid monoamide